3-oxo-3-(3,4-dichlorophenyl)-propanal O=C(CC=O)C1=CC(=C(C=C1)Cl)Cl